3-(7-chloro-5-methyl-3-(2,2,2-trifluoroethyl)pyrazolo[1,5-a]pyridin-2-yl)prop-2-yn-1-amine ClC1=CC(=CC=2N1N=C(C2CC(F)(F)F)C#CCN)C